C(C)(C)(C)OC(=O)N1CC(C1)OC=1C=CC(=C2C=C(N=CC12)Cl)C(C)(C)O 3-((3-chloro-5-(2-hydroxy-prop-2-yl)isoquinolin-8-yl)oxy)azetidine-1-carboxylic acid tert-butyl ester